1-[2-(6-oxo-1,6-dihydropyridin-3-yl)acetyl]pyrrolidine-2-carboxamide O=C1C=CC(=CN1)CC(=O)N1C(CCC1)C(=O)N